8-(Ethylthio)-3-(4-(2,2,2-trifluoroethoxy)phenyl)-2-(trifluoromethyl)-4H-pyrido[1,2-a]pyrimidin-4-one C(C)SC1=CC=2N(C(C(=C(N2)C(F)(F)F)C2=CC=C(C=C2)OCC(F)(F)F)=O)C=C1